(S)-1-(2-(1-(4-(2-fluoro-3-methoxyphenoxy)phenyl)-8-(trifluoromethyl)imidazo[1,5-a]pyrazin-3-yl)piperidin-1-yl)prop-2-en-1-one FC1=C(OC2=CC=C(C=C2)C=2N=C(N3C2C(=NC=C3)C(F)(F)F)[C@H]3N(CCCC3)C(C=C)=O)C=CC=C1OC